C1=CC=CC=2C3=CC=CC=C3C(C12)COC(=O)NN1CCC(CCC1)=O ((((9H-fluoren-9-yl)methoxy)carbonyl)amino)-4-oxo-1,2,3,4,6,7-hexahydroazepine